CC1=CC=C(C=C1)S(=O)(=O)NC=1SC2=C(N1)C=C(C=C2)NC(=O)NCC2=CC=C(C=C2)C 4-methyl-N-(5-(3-(4-methylbenzyl)ureido)benzo[d]thiazol-2-yl)benzenesulfonamide